1-[4-(dimethylamino)-6,7-dimethyl-1,3-dihydro-2H-pyrrolo[3,4-c]pyridin-2-yl]-2-[1-(pyrimidin-5-yl)azetidin-3-yl]ethanone CN(C1=NC(=C(C2=C1CN(C2)C(CC2CN(C2)C=2C=NC=NC2)=O)C)C)C